carbenium palladium [Pd+2].[CH3+]